C(OC(CC[C@@H]1OCCOC1)Cl)([O-])=O ((S)-1,4-dioxan-2-yl)methyl(1-Chloroethyl) carbonate